[B].[Gd] Gadolinium-boron